C(C)(C)(C)OC(=O)N1C[C@@H](N(CC1)C=1C2=C(N=CN1)N(C=C2C2CC2)C2=CC=C(N2C)C(=O)O)C (S)-5-(4-(4-(tert-butoxycarbonyl)-2-methylpiperazin-1-yl)-5-cyclopropyl-7H-pyrrolo[2,3-d]pyrimidin-7-yl)-1-methyl-1H-pyrrole-2-carboxylic acid